Methyl Ethyl Keton C(C)C(=O)C